(S)-4-((1-(2,5-difluorophenyl)ethyl)amino)-N-(2,4-dimethoxybenzyl)-N-(pyrimidin-4-yl)-3-(trifluoromethyl)benzenesulfonamide FC1=C(C=C(C=C1)F)[C@H](C)NC1=C(C=C(C=C1)S(=O)(=O)N(C1=NC=NC=C1)CC1=C(C=C(C=C1)OC)OC)C(F)(F)F